5-chloro-3-((4-morpholinocyclohexyl)oxy)thiophene-2-carboxamide ClC1=CC(=C(S1)C(=O)N)OC1CCC(CC1)N1CCOCC1